2-(2-methoxy-5-nitropyridin-3-yl)propane COC1=NC=C(C=C1C(C)C)[N+](=O)[O-]